[Ni](=[Se])=S.[Na] sodium nickel selenide sulfide